C(C1=CC=CC=C1)OC1CC(C1)OCCCC(COC1OCCCC1)(F)F 2-[5-(3-benzyloxycyclobutoxy)-2,2-difluoro-pentyloxy]tetrahydropyran